N-acetyl-L-phenylalanine phenyl ester C1(=CC=CC=C1)OC([C@@H](NC(C)=O)CC1=CC=CC=C1)=O